[Mo].[Co].[Cr] chromium-cobalt-molybdenum